ClC1=CC(=CC(=N1)N1CCN(CC1)S(=O)(=O)C1=CC=C(C=C1)N1C(CC(C1)NC)=O)C(F)(F)F 1-[4-[4-[6-chloro-4-(trifluoromethyl)-2-pyridyl]piperazin-1-yl]sulfonylphenyl]-4-(methylamino)pyrrolidin-2-one